2-[[6,7-Dichloro-2-(hydroxymethyl)-1H-indol-4-yl]oxy]acetonitrile ClC1=CC(=C2C=C(NC2=C1Cl)CO)OCC#N